2-(6-(3-aminopyrrolidin-1-yl)-5-(morpholine-4-carbonyl)pyridin-2-yl)-4-(2-fluoro-6-methoxyphenyl)-2,3-dihydro-1H-pyrrolo[3,4-c]pyridin-1-one NC1CN(CC1)C1=C(C=CC(=N1)N1CC=2C(=NC=CC2C1=O)C1=C(C=CC=C1OC)F)C(=O)N1CCOCC1